octanediimine C(C(CCCCCC)=N)=N